N-(4-(3-((3-cyanophenethyl)amino)-2-hydroxypropoxy)phenyl)-N-methylmethanesulfonamide C(#N)C=1C=C(CCNCC(COC2=CC=C(C=C2)N(S(=O)(=O)C)C)O)C=CC1